COC1=CC(=C(C=C1)C(CC(=O)OCC)=O)COC Ethyl 3-[4-methoxy-2-(methoxymethyl) phenyl]-3-oxopropionate